(R)-(1,3-Dimethyl-azetidin-3-yl)-(4-isopropyl-phenyl)-[5-(5-piperidin-4-yl-[1,2,4]oxadiazol-3-yl)-pyridin-3-yl]-methanol CN1CC(C1)(C)[C@@](O)(C=1C=NC=C(C1)C1=NOC(=N1)C1CCNCC1)C1=CC=C(C=C1)C(C)C